3-(difluoromethoxy)-4-[4-(difluoromethyl-sulfonyl)-3-methyl-phenyl]-1H-pyrazolo[4,3-c]pyridine FC(OC1=NNC2=C1C(=NC=C2)C2=CC(=C(C=C2)S(=O)(=O)C(F)F)C)F